NC[C@@H]1[C@@H]([C@@H]([C@H](C(O1)O)OC=1OC=CN1)O)O (3R,4S,5R,6R)-6-(aminomethyl)-3-(oxazol-2-yloxy)tetrahydro-2H-pyran-2,4,5-triol